(1-((3-(trifluoromethyl)pyridin-4-yl)methyl)-1H-pyrazol-4-yl)methylamine hydrochloride Cl.FC(C=1C=NC=CC1CN1N=CC(=C1)CN)(F)F